C(CCCCCCCCCCCCCCCCCCCCCCCCCCCCCCCCCCCC)(=O)OCCCCCCCC\C=C/C[C@H](O)CCCCCC ricinoleyl heptatriacontanoate